2-(2-((2-((2-(4-(trifluoromethoxy)phenyl)-1H-benzo[d]imidazol-1-yl)methyl)benzyl)oxy)pyridin-4-yl)acetic acid FC(OC1=CC=C(C=C1)C1=NC2=C(N1CC1=C(COC3=NC=CC(=C3)CC(=O)O)C=CC=C1)C=CC=C2)(F)F